(+)-8-((1S,2S)-2-hydroxy-2-methylcyclopentyl)-6-(difluoromethyl-d)-2-((1-((methyl-d3)sulfonyl)piperidin-4-yl)amino)pyrido[2,3-d]pyrimidin-7(8H)-one O[C@@]1([C@H](CCC1)N1C(C(=CC2=C1N=C(N=C2)NC2CCN(CC2)S(=O)(=O)C([2H])([2H])[2H])C([2H])(F)F)=O)C